N-(3-Chloro-4-fluorophenyl)-6,7,10,11-tetrahydro-5H-pyrido[4',3':3,4]pyrazolo-[1,5-a][1,2,4]triazolo[3,4-c][1,4]diazepine-12(13H)-carboxamide ClC=1C=C(C=CC1F)NC(=O)N1CC=2C(=NN3C2C=2N(CCC3)C=NN2)CC1